C[C@@]12C(CC[C@H]1[C@@H]1CC[C@H]3CC(CC[C@]3(C)[C@H]1CC2)=O)=O 5a-androstane-3,17-dione